bis(4-fluorophenyl) sulfone FC1=CC=C(C=C1)S(=O)(=O)C1=CC=C(C=C1)F